2-[4-[1-[(4aR,8aS)-3-Oxo-4,4a,5,7,8,8a-hexahydropyrido[4,3-b][1,4]oxazine-6-carbonyl]azetidin-3-yl]phenoxy]benzonitrile O=C1N[C@H]2[C@@H](OC1)CCN(C2)C(=O)N2CC(C2)C2=CC=C(OC1=C(C#N)C=CC=C1)C=C2